C(C)C=1C(=NC(=NC1)N)C1=CC=C(C=C1)[N+](=O)[O-] 5-ethyl-4-(4-nitrophenyl)pyrimidin-2-amine